N-((6R)-4-(7-(2-amino-7-fluorobenzo[d]thiazol-4-yl)-6-ethyl-8-fluoro-2-((1-(morpholinomethyl)cyclopropyl)methoxy)quinazolin-4-yl)-1,4-oxazepan-6-yl)acrylamide NC=1SC2=C(N1)C(=CC=C2F)C2=C(C=C1C(=NC(=NC1=C2F)OCC2(CC2)CN2CCOCC2)N2CCOC[C@@H](C2)NC(C=C)=O)CC